C12(CC3CC(CC(C1)C3)C2)NCC2=CC=C(CNC=3C=CC1=C(C(=CO1)C1C(NC(CC1)=O)=O)C3)C=C2 3-(5-((4-(((adamantan-1-yl)amino)methyl)benzyl)amino)benzofuran-3-yl)piperidine-2,6-dione